COC=1N=C2C(=CC=NC2=CC1OC)OC1=C(C=C(C=C1)NC(=O)C=1C(N(C(=C(C1C)CC)C)C1=CC=C(C=C1)F)=O)F N-[4-[(6,7-dimethoxy-1,5-naphthyridin-4-yl)oxy]-3-fluorophenyl]-5-ethyl-1-(4-fluorophenyl)-4,6-dimethyl-2-oxopyridine-3-carboxamide